C(C=C)(=O)N1[C@H](CN(C[C@H]1C)C1=C(C(N(C2=NC(=C(C=C12)Cl)C1=C(C(=C(C(=C1)N)F)F)F)C=1C(=NC=CC1C)C(C)C)=O)C#N)C 4-((3S,5R)-4-acryloyl-3,5-dimethylpiperazin-1-yl)-7-(5-amino-2,3,4-trifluorophenyl)-6-chloro-1-(2-isopropyl-4-methylpyridin-3-yl)-2-oxo-1,2-dihydro-1,8-naphthyridine-3-carbonitrile